4-((4-(2-aminoethyl)piperazin-1-yl)methyl)-2-(2,6-dioxopiperidin-3-yl)isoindoline-1,3-dione NCCN1CCN(CC1)CC1=C2C(N(C(C2=CC=C1)=O)C1C(NC(CC1)=O)=O)=O